(5-amino-7-bromo-3-(2-ethoxyvinyl)-2-methyl-2H-indazol-6-yl)(2-chloro-5-fluorophenyl)methanone NC1=CC2=C(N(N=C2C(=C1C(=O)C1=C(C=CC(=C1)F)Cl)Br)C)C=COCC